ClC1=NC=C(C(=C1)C1=C(C=NC(=C1)C)C(=O)NC=1SC(=NN1)OC1(CC1)[C@@H]1COCC1)OC (S)-2'-chloro-5'-methoxy-6-methyl-N-(5-(1-(tetrahydrofuran-3-yl)cyclopropoxy)-1,3,4-thiadiazol-2-yl)-[4,4'-bipyridine]-3-carboxamide